N,1-dimethyl-pyrazole-3-carboxamide CNC(=O)C1=NN(C=C1)C